S1C2=C(C=C1)C=1C=CC=3C=4C=CC5=C(SC=C5)C4C=CC3C1C=C2 chryseno[1,2-b:8,7-b']dithiophene